O=C(C(=O)[O-])CCC(=O)[O-].[Na+].[Na+] disodium alpha-ketoglutarate